alpha-L-ribose O[C@H]1[C@@H](O)[C@@H](O)[C@@H](O1)CO